FC1=NC=CC(=C1)C1=NN(C=C1)C fluoro-4-(1-methyl-1H-pyrazol-3-yl)pyridine